(3S)-4-(2,2-dimethylpropanoyl)-3-methyl-3,5-dihydro-2H-1,4-benzoxazepine-8-carbohydrazide CC(C(=O)N1[C@H](COC2=C(C1)C=CC(=C2)C(=O)NN)C)(C)C